CC1(C2CC=C(C1C2)CCC=O)C 6,6-Dimethyl-2-norpinene-2-propionaldehyde